ClC=1C=CC2=C(NC[C@@H](O2)C(=O)NC23CC(C2)(C3)NC(COC3=CC(=C(C=C3)Cl)F)=O)C1 (2R)-6-chloro-N-{3-[2-(4-chloro-3-fluorophenoxy)acetamido]bicyclo[1.1.1]pentan-1-yl}-3,4-dihydro-2H-1,4-benzoxazine-2-carboxamide